tert-butyl 4-(((benzyloxy)carbonyl)amino)-4-((4-(trifluoromethyl)pyridin-2-yl)carbamoyl)piperidine-1-carboxylate C(C1=CC=CC=C1)OC(=O)NC1(CCN(CC1)C(=O)OC(C)(C)C)C(NC1=NC=CC(=C1)C(F)(F)F)=O